(2S)-N-(2-(2,6-dioxopiperidin-3-yl)-1-oxoisoindolin-5-yl)-2-methylindoline-1-carboxamide O=C1NC(CCC1N1C(C2=CC=C(C=C2C1)NC(=O)N1[C@H](CC2=CC=CC=C12)C)=O)=O